1-Methylpyrazole-3-carboxylic acid [3-(1-ethyl-8-oxo-spiro[6,7-dihydro-4H-pyrazolo[3,4-c]azepin-5,4'-tetrahydropyran]-3-yl)-2,2-dimethyl-propyl] ester C(C)N1N=C(C2=C1C(NCC1(CCOCC1)C2)=O)CC(COC(=O)C2=NN(C=C2)C)(C)C